3-propoxybenzylidene-succinic acid dimethyl ester COC(C(CC(=O)OC)=CC1=CC(=CC=C1)OCCC)=O